C(C=C)(=O)O.C(C(=C)C)(=O)O methacrylic acid, acrylate salt